COC([O-])=O.C(CCC)N1C=[N+](C=C1)CCCC 1,3-Dibutylimidazolium methylcarbonat